FC(C=1C=C(OC2=C(C=C(C=C2)C2C=3C(NC(C2C(=O)OCC)=O)=NNC3)OC)C=C(C1)C(F)(F)F)(F)F ethyl 4-{4-[3,5-bis(trifluoromethyl)phenoxy]-3-methoxyphenyl}-6-oxo-2H,4H,5H,6H,7H-pyrazolo[3,4-b]pyridine-5-carboxylate